(S)-N-((3,5-difluoropyridin-2-yl)methyl)-4-(5-(5-fluoro-2-methoxypyridin-4-yl)-1H-pyrazole-3-carbonyl)-4-azaspiro[2.5]octane-7-carboxamide FC=1C(=NC=C(C1)F)CNC(=O)[C@H]1CCN(C2(CC2)C1)C(=O)C1=NNC(=C1)C1=CC(=NC=C1F)OC